CN1N=CC2=C(C=CC(=C12)CCC(=O)N1CCOCC1)NC1=NC=C(C(=N1)NC)C(F)(F)F 3-(1-methyl-4-((4-(methylamino)-5-(trifluoromethyl)pyrimidin-2-yl)amino)-1H-indazol-7-yl)-1-morpholinopropan-1-one